4-[({4-[2-(2,3-difluoro-6-methoxyphenyl)ethoxy]-2-fluoro-5-methoxyphenyl}carbamoyl)amino]thiophene-2,3-dicarboxylic acid dimethyl ester COC(=O)C=1SC=C(C1C(=O)OC)NC(NC1=C(C=C(C(=C1)OC)OCCC1=C(C(=CC=C1OC)F)F)F)=O